C1(CC1)C1=CC(=NN1)NC([C@H](C)C1=CC=C(C=C1)C1=CC=C(C=C1)CNC(\C=C\CN1CCOCC1)=O)=O (R,E)-N-((4'-(1-((5-cyclopropyl-1H-pyrazol-3-yl)amino)-1-oxopropan-2-yl)-[1,1'-biphenyl]-4-yl)methyl)-4-morpholinobut-2-enamide